C1(CCCC1)[C@H](C1=CC=C(O1)C(=O)N1CC2(C3=CC(=CC=C13)NS(=O)(=O)CC)CCC1(CC2)CC1)O (R)-N-(1''-(5-(cyclopentyl(hydroxy)methyl)furan-2-carbonyl)dispiro[cyclopropane-1,1'-cyclohexane-4',3''-indolin]-5''-yl)ethanesulfonamide